O=C1NC(CCC1C1=NN(C2=CC(=CC=C12)N1CCC(CC1)O[C@H]1[C@H](CC2(CN(C2)C(=O)OC(C)(C)C)CC1)C)C)=O tert-butyl (6S,7R)-7-[[1-[3-(2,6-dioxo-3-piperidyl)-1-methyl-indazol-6-yl]-4-piperidyl]oxy]-6-methyl-2-azaspiro[3.5]nonane-2-carboxylate